BrC=1C=C2C(=NC1)N(C(=C2C2=CC(=NC=C2)F)C2=COC=C2)C(=O)OC(C)(C)C tert-butyl 5-bromo-3-(2-fluoropyridin-4-yl)-2-(furan-3-yl)-1H-pyrrolo[2,3-b]pyridine-1-carboxylate